5-phospho-β-D-ribosylamine P(=O)(O)(O)OC[C@@H]1[C@H]([C@H]([C@@H](O1)N)O)O